7-diethylamino-3-(2-thienyl)coumarin C(C)N(C1=CC=C2C=C(C(OC2=C1)=O)C=1SC=CC1)CC